oxo-1,3-propanediol O=C(CCO)O